NC1=C(C=CC=C1)NC(C1=CC=C(C=C1)CN(C(COCC#C)=O)C)=O N-(2-aminophenyl)-4-[(methyl{[(prop-2-yn-1-yl)oxy]acetyl}amino)methyl]benzamide